Tert-Butyl (8aS)-4-fluoro-5-(4-methoxy-6-methylquinazolin-5-yl)-8a,9,11,12-tetrahydropyrazino[2',1':3,4][1,4]oxazepino[5,6,7-de]quinazoline-10(8H)-carboxylate FC1=C(C=C2C3=C(N=CN=C13)N1[C@H](CO2)CN(CC1)C(=O)OC(C)(C)C)C1=C2C(=NC=NC2=CC=C1C)OC